diacetic acid monohydrochloride hydrate O.Cl.C(C)(=O)O.C(C)(=O)O